2-{[6-(cyclopropylmethoxy)-5-(pyrrolidin-1-yl)pyridine-2-carbonyl]amino}-2-ethylbutyric acid 3-fluoropropyl ester FCCCOC(C(CC)(CC)NC(=O)C1=NC(=C(C=C1)N1CCCC1)OCC1CC1)=O